N=S(/C=C/CNC(=O)C=1C(NC=2CCCCC2C1)=O)(=O)C1=C(C=C(C=C1)OC)C N-[(2E)-3-[imino(4-methoxy-2-methylphenyl)oxo-λ6-sulfanyl]prop-2-en-1-yl]-2-oxo-1,2,5,6,7,8-hexahydroquinoline-3-carboxamide